2-(3-bromoanilino)-6-aminopurine BrC=1C=C(NC2=NC(=C3NC=NC3=N2)N)C=CC1